OC1=C(C=CC(=C1)OC(F)(F)F)C1=NN=C(C2=CC=CC=C12)NC[C@@H](CO)O (2S)-3-[[4-[2-hydroxy-4-(trifluoromethoxy)phenyl]phthalazin-1-yl]amino]propane-1,2-diol